[Au+].S1CCCC1.[Cl+] chlorine (tetrahydrothiophene) gold (I)